(2S,4R)-1-((S)-3,3-dimethyl-2-(undec-10-ynamido)butanoyl)-4-hydroxy-N-(4-(4-methyl-thiazol-5-yl)benzyl)pyrrolidine-2-carboxamide CC([C@@H](C(=O)N1[C@@H](C[C@H](C1)O)C(=O)NCC1=CC=C(C=C1)C1=C(N=CS1)C)NC(CCCCCCCCC#C)=O)(C)C